CN1C(N(C2=C1C(=CC=C2)N2CCNCC2)C2C(NC(CC2)=O)=O)=O 3-(3-methyl-2-oxo-4-(piperazin-1-yl)-2,3-dihydro-1H-benzimidazol-1-yl)piperidine-2,6-dione